O=S1(C=2C=CC(=CC2C(C2=CC=CC=C12)NC(=O)C=1C(NC(=CC1)C(F)(F)F)=O)CCC)=O N-(10,10-dioxido-2-propyl-9H-thioxanthen-9-yl)-2-oxo-6-(trifluoromethyl)-1,2-dihydropyridine-3-carboxamide